1-((4,4-difluorocyclohexyl)methyl)-4-methyl-N-(6-sulfamoylpyridin-2-yl)-3-(trifluoromethyl)-1H-pyrazole-5-carboxamide FC1(CCC(CC1)CN1N=C(C(=C1C(=O)NC1=NC(=CC=C1)S(N)(=O)=O)C)C(F)(F)F)F